C(=O)(O)C=N[C@@H](CS)C(=O)O Carboxymethylencystein